C1=CC=CC=2C3=CC=CC=C3C(C12)COC(=O)N(C(C(=O)O)CC=1C=NC(=CC1)OC)C 2-((((9H-Fluoren-9-yl)methoxy)carbonyl)(methyl)amino)-3-(6-methoxypyridin-3-yl)propanoic acid